COC(=O)C=1C=C2C=C(N(C2=CC1)CC(=O)N)CC1=C(C=C(C=C1)Cl)C(F)(F)F 1-(2-amino-2-oxoethyl)-2-(4-chloro-2-(trifluoromethyl)benzyl)-1H-indole-5-carboxylic acid methyl ester